2-Aminoadipat NC(C(=O)[O-])CCCC(=O)[O-]